3-{[2,6-dimethyl-3,5-di(prop-2-yl)-3,5-diaza-4-phosphahept-4-yl]oxy}propanenitrile CC(C)N(P(N(C(C)C)C(C)C)OCCC#N)C(C)C